FC1(CCC(CC1)[C@@H](C=1N=C2N(N=C(C=N2)CC2C(NC[C@H](C2)C(F)(F)F)=O)C1)NC(OCC1=CC=CC=C1)=O)F benzyl ((1S)-(4,4-difluorocyclohexyl)(2-(((5S)-2-oxo-5-(trifluoromethyl)piperidin-3-yl)methyl)imidazo[1,2-b][1,2,4]triazin-6-yl)methyl)carbamate